((4-((4-(5-(4-nitrophenyl)-1,3,4-oxadiazol-2-yl)phenyl)diazenyl)phenyl) azanediyl)bis(ethane-2,1-diyl) diacetate C(C)(=O)OCCN(CCOC(C)=O)C1=CC=C(C=C1)N=NC1=CC=C(C=C1)C=1OC(=NN1)C1=CC=C(C=C1)[N+](=O)[O-]